N-cyclopropyl-2-(difluoromethoxy)-6-methoxy-4-[7-[2-[2-(trifluoromethyl)morpholin-4-yl]ethoxy]imidazo[1,2-a]pyridin-3-yl]benzamide C1(CC1)NC(C1=C(C=C(C=C1OC)C1=CN=C2N1C=CC(=C2)OCCN2CC(OCC2)C(F)(F)F)OC(F)F)=O